(S)-N-(5-(4-amino-1-(1-(3-methyl-5-oxo-6-phenyl-5H-thiazolo[3,2-a]pyridin-7-yl)ethyl)-1H-pyrazolo[3,4-d]pyrimidin-3-yl)-2-(methoxy-d3)pyridin-3-yl)methanesulfonamide NC1=C2C(=NC=N1)N(N=C2C=2C=C(C(=NC2)OC([2H])([2H])[2H])NS(=O)(=O)C)[C@@H](C)C=2C=C1N(C(C2C2=CC=CC=C2)=O)C(=CS1)C